1,4,8-octanetriol C(CCC(CCCCO)O)O